BrC1=CC(=C(C=C1)C1=CN=C(S1)[C@@H]1CC[C@H](CC1)NC(OC(C)C)=O)S(NC(C)(C)C)(=O)=O isopropyl (trans-4-(5-(4-bromo-2-(N-(tert-butyl)sulfamoyl) phenyl)thiazol-2-yl)cyclohexyl)carbamate